methyl (R)-(3-methyl-1-phenylbutan-2-yl)carbamate CC([C@@H](CC1=CC=CC=C1)NC(OC)=O)C